C(CCCCCCCC(=O)[O-])(=O)OCCCCCCCCCCCCCCCCCCCCCC behenyl azelate